3-((5-(4-fluoro-3-hydroxyphenyl)isoxazol-3-yl)methyl)-2-methylquinazolin-4(3H)-one FC1=C(C=C(C=C1)C1=CC(=NO1)CN1C(=NC2=CC=CC=C2C1=O)C)O